FC(C=1C(=CC2=CN(N=C2C1)C1CCC(CC1)C=O)NC(C1=NC=CC=C1)=O)F 2-N-(6-(Difluoromethyl)-2-((1r,4r)-4-formylcyclohexyl)-2H-indazol-5-yl)picolinamide